C(#N)COC=1C(=C(OCC#N)C=C(C1)CCCCC)[C@@H]1C=C(CC[C@H]1C(=C)C)C 2-[3-(cyanomethoxy)-2-[(1R,6R)-3-methyl-6-(prop-1-en-2-yl)cyclohex-2-en-1-yl]-5-pentylphenoxy]acetonitrile